tert-butyl (5s)-5-(hydroxymethyl)-2,2-dimethyl-pyrrolidine-1-carboxylate OC[C@@H]1CCC(N1C(=O)OC(C)(C)C)(C)C